C(=O)C1=CC=C(C=C1)C1CCC2=NN(C(N21)=O)C21CC(C2)(C1)C#N 3-(5-(4-formylphenyl)-3-oxo-6,7-dihydro-3H-pyrrolo[2,1-c][1,2,4]triazol-2(5H)-yl)bicyclo[1.1.1]pentane-1-carbonitrile